N-(4-chloro-7-methoxyquinazolin-6-yl)propionamide ClC1=NC=NC2=CC(=C(C=C12)NC(CC)=O)OC